C([2H])([2H])([2H])N(C1=CC=2C(N=C1)=NN(C2)C=2C=C(C=CC2F)NC(=O)N2C[C@@H](CC2)F)C([2H])([2H])[2H] (3R)-N-(3-{5-[bis(2H3)methylamino]-2H-pyrazolo[3,4-b]pyridin-2-yl}-4-fluorophenyl)-3-fluoropyrrolidine-1-carboxamide